S1(C=NC=C1)C(=O)S1C=NC=C1 1-thiazolyl ketone